1-(1-phenylvinyl)-4-fluoro-2-bromobenzene C1(=CC=CC=C1)C(=C)C1=C(C=C(C=C1)F)Br